Cl.Cl.C1OCCC12CCN(CC2)CCN 2-(2-oxa-8-azaspiro[4.5]decan-8-yl)ethylamine dihydrochloride